O1C(=NN=C1)C1=C(C=C(C=C1)OC1=CC=C(C=C1)C(F)(F)F)NC(=O)C1N(C(CC1)=O)C N-(2-(1,3,4-Oxadiazol-2-yl)-5-(4-(trifluoromethyl)phenoxy)phenyl)-1-methyl-5-oxopyrrolidine-2-carboxamide